(2S)-2-(tert-butoxycarbonylamino)-3-(1H-imidazol-5-yl)propanoic acid C(C)(C)(C)OC(=O)N[C@H](C(=O)O)CC1=CN=CN1